NC1=C(C=C(C=C1OC)C=CC(C=CC1=CC(=C(C(=C1)OC)N)OC)=O)OC 1,5-bis(4-amino-3,5-dimethoxyphenyl)pentan-1,4-dien-3-one